1-(4-{imidazo[1,2-a]pyrazin-6-yl}benzenesulfonyl)-N-[4-(pentafluoro-λ6-sulfanyl)phenyl]piperidin-4-amine N=1C=CN2C1C=NC(=C2)C2=CC=C(C=C2)S(=O)(=O)N2CCC(CC2)NC2=CC=C(C=C2)S(F)(F)(F)(F)F